ClC1=C(C=CC=C1F)C1N=C(NC(=C1C(=O)OC)[C@@H]1CC[C@H](CC1)C=1OC=C(N1)CC(=O)OCC)C=1SC=CN1 (trans)-methyl 4-(2-chloro-3-fluorophenyl)-6-(4-(4-(2-ethoxy-2-oxoethyl)oxazol-2-yl)cyclohexyl)-2-(thiazol-2-yl)-1,4-dihydropyrimidine-5-carboxylate